CSC=1C=C(C(=O)N2[C@H](CCC2=O)C(=O)OCC)C=CC1 (R)-ethyl 1-(3-(methylthio)benzoyl)-5-oxopyrrolidine-2-carboxylate